trans-4-(allyloxy)-N-(3-(2-cyclopropylthiazol-5-yl)phenyl)-N-((trans-4-(4-methoxy-3-methylphenyl)cyclohexyl)methyl)cyclohexanecarboxamide C(C=C)O[C@@H]1CC[C@H](CC1)C(=O)N(C[C@@H]1CC[C@H](CC1)C1=CC(=C(C=C1)OC)C)C1=CC(=CC=C1)C1=CN=C(S1)C1CC1